ClC1=C(C=CC=C1)C=1N=C(SC1)N(\N=C\C1=C(C(=O)OCCN2CCCC2)C=CC=C1)C (E)-2-(pyrrolidin-1-yl)ethyl 2-((2-(4-(2-chlorophenyl)thiazol-2-yl)-2-Methylhydrazono)methyl)benzoate